N-{1-[2-(1-ethyl-1H-pyrazol-4-yl)quinolin-4-yl]ethyl}-2-methylbenzamide C(C)N1N=CC(=C1)C1=NC2=CC=CC=C2C(=C1)C(C)NC(C1=C(C=CC=C1)C)=O